NC=1C(=C(C=C2C=C(N=CC12)NC(OC1C2CN(CC12)C(C)C)=O)C1=C(C2=C(OCCN2)N=C1)C)F 3-Isopropyl-3-azabicyclo[3.1.0]hexan-6-yl (8-amino-7-fluoro-6-(8-methyl-2,3-dihydro-1H-pyrido[2,3-b][1,4]oxazin-7-yl)isoquinolin-3-yl)carbamate